nitroso-1-(2-(trifluoromethoxy)ethyl)urea N(=O)N(C(=O)N)CCOC(F)(F)F